(5'S)-1'-(N-(4,6-difluoro-1H-indole-2-carbonyl)-N-methyl-L-leucyl)-3-oxo-3,4-dihydrospiro[benzo[b][1,4]oxazine-2,3'-pyrrolidine]-5'-carboxamide FC1=C2C=C(NC2=CC(=C1)F)C(=O)N([C@@H](CC(C)C)C(=O)N1CC2(C[C@H]1C(=O)N)C(NC1=C(O2)C=CC=C1)=O)C